methyl (S)-4-(2-(2-(2-cyclopropylphenyl) pyrrolidin-1-yl)-7-azaspiro[3.5]nonan-7-yl)benzoate C1(CC1)C1=C(C=CC=C1)[C@H]1N(CCC1)C1CC2(C1)CCN(CC2)C2=CC=C(C(=O)OC)C=C2